(2S)-1-((6,6-bis(octyloxy)hexanoyl)oxy)pentadecan C(CCCCCCC)OC(CCCCC(=O)OCCCCCCCCCCCCCCC)OCCCCCCCC